benzyl-1-((6-(trifluoromethyl)pyridin-3-yl)sulfonyl)spiro[indoline-3,4'-piperidine] tert-Butyl-(6-bromo-3-carbamoyl-2,3,4,9-tetrahydro-1H-carbazol-1-yl)carbamate C(C)(C)(C)N(C(O)=O)C1CC(CC=2C3=CC(=CC=C3NC12)Br)C(N)=O.C(C1=CC=CC=C1)N1CCC2(CC1)CN(C1=CC=CC=C12)S(=O)(=O)C=1C=NC(=CC1)C(F)(F)F